N,6-dimethyl-5-(8-((3-methyl-2-oxo-4-thioxo-1,2,3,4-tetrahydroquinazolin-7-yl)methyl)-3,8-diazabicyclo[3.2.1]octan-3-yl)picolinamide CNC(C1=NC(=C(C=C1)N1CC2CCC(C1)N2CC2=CC=C1C(N(C(NC1=C2)=O)C)=S)C)=O